1-(2-bromophenoxy)-3-(4-chlorophenyl)propan-2-amine hydrochloride Cl.BrC1=C(OCC(CC2=CC=C(C=C2)Cl)N)C=CC=C1